CC1=NC(=NO1)C=1C=C(C=CC1)C(=O)NCCC(=O)NC=1N=CN(C1)C(=O)OCCC Propyl 4-(3-{[3-(5-methyl-1,2,4-oxadiazol-3-yl)phenyl]formamido}-propanamido)-1H-imidazole-1-carboxylate